2-(4-{[(3s,5s)-5-fluoro-1-methylpiperidin-3-yl]amino}pyrido[3,4-d]pyridazin-1-yl)-5-(trifluoromethyl)phenol formate salt C(=O)O.F[C@H]1C[C@@H](CN(C1)C)NC=1N=NC(=C2C1C=NC=C2)C2=C(C=C(C=C2)C(F)(F)F)O